C1(=CC=CC=C1)C1COCOC1 5-phenyl-1,3-dioxane